N1(CCNCCCNCCNCCC1)CC(=O)O 2-(1,4,8,11-tetraazacyclotetradec-1-yl)acetic acid